mono-dithiophosphoric acid (dithiophosphate) P(=S)(S)(O)O.P(S)(O)(O)=S